NC1=C(C(=NN1C1(CC1)C)C1=C(C=C(C=C1)C(C(=O)NC1=CC(=NO1)C12CC(C1)(C2)C(F)(F)F)C)F)C#N 2-[4-(5-Amino-4-cyano-1-(1-methylcyclopropyl)pyrazol-3-yl)-3-fluorophenyl]-N-[3-[3-(trifluoromethyl)bicyclo[1.1.1]pentan-1-yl]-1,2-oxazol-5-yl]propanamide